C(C)(C)(C)OC(=O)N1CCC(CC1)N1N=C(C=2C1=NC=NC2N)C2=CC=C(C=C2)OC2=CC=C(C=C2)F 4-(4-amino-3-(4-(4-fluorophenoxy)phenyl)-1H-pyrazolo[3,4-d]pyrimidin-1-yl)piperidine-1-carboxylic acid tert-butyl ester